(R)-5-(1-(6-(hexahydropyrazino[2,1-c][1,4]oxazin-8(1H)-yl)pyrimidin-4-yl)-1H-indazol-6-yl)spiro[2.3]hexane-5-carbonitrile C1OCCN2[C@@H]1CN(CC2)C2=CC(=NC=N2)N2N=CC1=CC=C(C=C21)C2(CC1(CC1)C2)C#N